[O-]S(=O)(=O)C(F)(F)F.[O-]S(=O)(=O)C(F)(F)F.C1(C=CC=C1)[Ti+2]C1C=CC=C1 biscyclopentadienyltitanium bistriflate